3,6-bis(5-chloro-2-fluorophenyl)-2,7-dihydroxynaphthalene ClC=1C=CC(=C(C1)C=1C(=CC2=CC(=C(C=C2C1)C1=C(C=CC(=C1)Cl)F)O)O)F